1-Pentyl-3-butylpyrrolium chlorid [Cl-].C(CCCC)[NH+]1C=C(C=C1)CCCC